9-(trifluoromethoxy)pyrido[2',3':4,5]pyrimido[1,2-a]indole-5,11-dione FC(OC1=CC=2C(C=3N(C2C=C1)C(C1=C(N3)N=CC=C1)=O)=O)(F)F